n-Butoxid [O-]CCCC